[N+](=O)([O-])C1=C(C=CC=C1)N1[C@@H](CN(CC1)C(=O)OC(C)(C)C)C(=O)OC 1-tert-butyl 3-methyl (S)-4-(2-nitrophenyl)piperazine-1,3-dicarboxylate